FC1=C(C(=C(C=C1)C=1C(CCC2=C(C1C1=CC=C(C=C1)CC1CN(C1)CCCF)C=CC=C2)C)C)C 8-(4-Fluoro-2,3-dimethylphenyl)-9-(4-((1-(3-fluoropropyl)azetidin-3-yl)methyl)phenyl)-7-methyl-6,7-dihydro-5H-benzo[7]annulen